C(C)(C)(C)OC(=O)N1C2CNCC1CC2 tert.-butyl-3,8-diazabicyclo[3.2.1]octane-8-carboxylate